trans-2-phenylvinylboronic acid C1(=CC=CC=C1)/C=C/B(O)O